1-(6-(4-(4-(Trifluoromethyl)phenoxy)phenyl)pyridin-2-yl)ethan-1,2-diol FC(C1=CC=C(OC2=CC=C(C=C2)C2=CC=CC(=N2)C(CO)O)C=C1)(F)F